OC=1C=C(C2=COC3=C(C(=CC(=C3C2=O)O)O)OC)C=CC1O 3',4',5,7-tetrahydroxy-8-methoxyisoflavone